F[C@@]12[C@@H](CNCC1)CN(C2=O)C2=NC=C(C(=O)O)C=C2C 6-((3aS,7aR)-7a-fluoro-1-oxooctahydro-2H-pyrrolo[3,4-c]pyridin-2-yl)-5-methylnicotinic acid